S1(CC(CC1)=O)(=O)=O tetrahydrothiophen-3-one-1,1-dioxide